NC1=NN(C2=CC(=CC(=C12)C1=CC=C(C=C1)NC(=O)C=1C(N(C=CC1)C1=CC=C(C=C1)F)=O)C1CCN(CC1)C(C(C)C)=O)C N-(4-(3-amino-6-(1-isobutyrylpiperidin-4-yl)-1-methyl-1H-indazol-4-yl)phenyl)-1-(4-fluorophenyl)-2-oxo-1,2-dihydropyridine-3-carboxamide